NC(CCN)C[Si](O[Si](C)(C)C)(C)C 1,3-diaminopropyl-hexamethyldisiloxane